C(C)OCCOC(C)O (2-ethoxyethoxy)ethanol